1-Ethyl-4-fluoro-N'-((3-phenyl-6,7-dihydro-5H-cyclopenta[b]pyridin-4-yl)carbamoyl)-1H-pyrazole-3-sulfonimidamide C(C)N1N=C(C(=C1)F)S(=O)(N)=NC(NC1=C2C(=NC=C1C1=CC=CC=C1)CCC2)=O